BrC1=CC=C(CN(C(=O)[C@H]2CN(CCC2)C=2C=CC(=C(OC(C(=O)N3CCN(CC3)C(=O)OC(C)(C)C)(C)C)C2)C#N)C2CC2)C=C1 tert-butyl (R)-4-(2-(5-(3-((4-bromobenzyl)(cyclopropyl)carbamoyl)piperidin-1-yl)-2-cyanophenoxy)-2-methylpropanoyl)piperazine-1-carboxylate